CC(CCN)CC 3-methylpentanamine